4-(3-(2-chloro-5-fluoropyrimidin-4-yl)phenyl)morpholine ClC1=NC=C(C(=N1)C=1C=C(C=CC1)N1CCOCC1)F